(3S,5S,7S)-adamantan-1-yl-((1R,5S)-adamantan-2-yl)(butyl)phosphine molybdenum [Mo].C12(CC3CC(CC(C1)C3)C2)P(CCCC)C2C3CC1CC(CC2C1)C3